4-[4-(2-amino-1-ethoxyethyl)phenyl]-3-(2-methyl-6-morpholin-4-ylpyrimidin-4-yl)oxybenzonitrile NCC(OCC)C1=CC=C(C=C1)C1=C(C=C(C#N)C=C1)OC1=NC(=NC(=C1)N1CCOCC1)C